2-chloro-N-(5-methyl-2-(3-(trifluoromethyl)benzyl)phenyl)acetamide ClCC(=O)NC1=C(C=CC(=C1)C)CC1=CC(=CC=C1)C(F)(F)F